(R)-3-(3-(2-(1H-pyrrolo[2,3-b]pyridin-3-yl)thiazol-4-yl)phenyl)-3-hydroxy-1-methylpyrrolidin-2-one N1C=C(C=2C1=NC=CC2)C=2SC=C(N2)C=2C=C(C=CC2)[C@]2(C(N(CC2)C)=O)O